3,4,4-trifluorobut-3-en-1-yl 2-(3,5-diphenyl-1H-pyrazol-1-yl)-3-methylbutanoate C1(=CC=CC=C1)C1=NN(C(=C1)C1=CC=CC=C1)C(C(=O)OCCC(=C(F)F)F)C(C)C